2-((6-oxo-3-(p-tolyl)pyridazin-1(6H)-yl)methyl)-4H-pyrido[1,2-a]pyrimidin-4-one O=C1C=CC(=NN1CC=1N=C2N(C(C1)=O)C=CC=C2)C2=CC=C(C=C2)C